ClC=1C=C(C=C(C1O)Cl)C(=O)N1CS(C2=C1C=CC=C2)(=O)=O (3,5-dichloro-4-hydroxyphenyl)(1,1-dioxo-1,2-dihydro-3H-1lambda6-1,3-benzothiazole-3-yl)methanone